1,7-Dibromo-3,4,9,10-perylenetetracarboxylic acid imine BrC1=CC(=C2C(=CC=C3C4=C(C=C(C=5C(=CC=C(C1=C23)C45)C(=O)O)C(=O)O)Br)C(=O)O)C(O)=N